C(C=C)OCC1=C(C(=CC(=C1)C1CC1)F)Br 1-((allyloxy)methyl)-2-bromo-5-cyclopropyl-3-fluorobenzene